4,5-dichloro-3-nitropyridine-2-amine ClC1=C(C(=NC=C1Cl)N)[N+](=O)[O-]